CC1=C(OC2=CC=C(C=C2)C(C)(C2=CC=C(C=C2)OC2=C(C=C(C=C2)N)C)C2=CC=C(C=C2)OC2=C(C=C(C=C2)N)C)C=CC(=C1)N tris(4-(2-methyl-4-aminophenoxy)phenyl)ethane